indium acetate C(C)(=O)[O-].[In+3].C(C)(=O)[O-].C(C)(=O)[O-]